BrC=1C(=NN(C1NC(=O)N[C@@H]1CN(C[C@H]1C1=CC(=C(C=C1)F)F)CCOC)C1=CC=CC=C1)C(=O)NOC 4-bromo-5-(3-((3S,4R)-4-(3,4-difluorophenyl)-1-(2-methoxyethyl)pyrrolidin-3-yl)ureido)-N-methoxy-1-phenyl-1H-pyrazole-3-carboxamide